FC(C=C)(F)F 3,3,3-Trifluoroprop-1-ene